ClC1=CC(=C(C=C1)C1=CC(=CN2C1=NC(=C(C2=O)C)C)N2C[C@@H](OCC2)C=2C=NN(C2)C)F (S)-9-(4-chloro-2-fluorophenyl)-2,3-dimethyl-7-(2-(1-methyl-1H-pyrazol-4-yl)morpholino)-4H-pyrido[1,2-a]pyrimidin-4-one